chloro-4-((1-cyclopropyl-3-(1-(oxetan-3-yl)piperidin-4-yl)-1H-pyrazol-4-yl)oxy)pyridine ClC1=NC=CC(=C1)OC=1C(=NN(C1)C1CC1)C1CCN(CC1)C1COC1